5-ISOCYANO-2-CYANOBENZOTRIFLUORIDE [N+](#[C-])C=1C=CC(=C(C1)C(F)(F)F)C#N